1-Hydroxy-4-ethoxy-4-oxobutan OCCCC(=O)OCC